hydroxyl-carbazolespirofluorene OC=1C2(C3=CC4=CC=CC=C4C3=CC1)C=CC=C1C3=CC=CC=C3N=C12